CC(=CCC/C(=C/CO)/C)C The molecule is a monoterpenoid consisting of two prenyl units linked head-to-tail and functionalised with a hydroxy group at its tail end. It has a role as a fragrance, an allergen, a volatile oil component and a plant metabolite. It is a monoterpenoid, a primary alcohol and a 3,7-dimethylocta-2,6-dien-1-ol.